1-(5-nitro-2,3-dihydrobenzofuran-7-yl)ethanone [N+](=O)([O-])C=1C=C(C2=C(CCO2)C1)C(C)=O